nitroyttrium [N+](=O)([O-])[Y]